Cl.CC1(NC(C=C(C1)B1OC(C(O1)(C)C)(C)C)(C)C)C 2,2,6,6-tetramethyl-4-(4,4,5,5-tetramethyl-1,3,2-dioxaborolan-2-yl)-1,2,3,6-tetrahydropyridine-hydrochloride